FC1=CC(=CC(=C1)N=C=O)F 1,3-difluoro-5-isocyanatobenzene